C(C=C)(=O)N1[C@H](CN(CC1)C=1C2=C(N=C(N1)OC[C@H]1N(CCC1)C)CC(OC2)C2=CC=CC1=CC=CC(=C21)C([2H])([2H])[2H])CC#N 2-((2S)-1-acryloyl-4-(7-(8-(methyl-d3)naphthalen-1-yl)-2-(((S)-1-methylpyrrolidin-2-yl)methoxy)-7,8-dihydro-5H-pyrano[4,3-d]pyrimidin-4-yl)piperazin-2-yl)acetonitrile